1,4-thiazine-6-carboxylate S1CC=NC=C1C(=O)[O-]